BrCC1=C(C(=O)OC)C=CC=C1C(=O)OC Dimethyl 2-(bromomethyl)isophthalate